C1(=CC=CC=C1)N(C1=CC=C(C=C1)C1=CC=C(C=C1)N(C1=CC=C(C=C1)N(C=1C=C(C=CC1)C)C1=CC=CC=C1)C1=CC=CC=C1)C1=CC=C(C=C1)N(C=1C=C(C=CC1)C)C1=CC=CC=C1 N,N'-diphenyl-N,N'-bis[4-(phenyl-m-tolylamino)phenyl]biphenyl-4,4'-diamine